2-(3-(3,4-dihydroisoquinolin-2(1H)-yl)-2-hydroxypropyl)-N,N-dimethyl-1-oxo-1,2,3,4-Tetrahydroisoquinoline-6-carboxamide C1N(CCC2=CC=CC=C12)CC(CN1C(C2=CC=C(C=C2CC1)C(=O)N(C)C)=O)O